O1CC(C1)C(C1COC1)(C1COC1)[SiH2]OCC tri(oxetan-3-yl)methylethoxysilane